2-(5-(2-((2,3-dihydro-1H-inden-2-yl)amino)-5,6,7,8-tetrahydroquinazolin-8-yl)-1,3,4-oxadiazol-2-yl)-1-(3,4,6,7-tetrahydro-5H-[1,2,3]triazolo[4,5-c]pyridin-5-yl)ethan-1-one C1C(CC2=CC=CC=C12)NC1=NC=2C(CCCC2C=N1)C1=NN=C(O1)CC(=O)N1CC2=C(CC1)N=NN2